C(C)C1(C(N2N(C1)CCC2C2=CC(=CC=C2)F)=O)C=O 6-Ethyl-3-(3-fluorophenyl)-5-oxo-1,2,3,7-tetrahydropyrazolo[1,2-a]Pyrazole-6-carbaldehyde